[Na].C1(=C(C(=C(C(=C1O)O)O)O)O)O benzenehexaol sodium salt